3-((4-chlorophenyl)sulfonyl)-6-methyl-4H-benzopyran-4-one ClC1=CC=C(C=C1)S(=O)(=O)C1=COC2=C(C1=O)C=C(C=C2)C